tert-Butyl(1-(4-fluorophenyl)-1-oxopropan-2-yl)carbamate C(C)(C)(C)OC(NC(C(=O)C1=CC=C(C=C1)F)C)=O